(Z)-1-(3-(5-(dimethylamino)-2-isopropylphenyl)-4-oxothiazolidin-2-ylidene)-3-(4-(1-(4-(trifluoromethoxy)phenyl)-1H-imidazol-4-yl)phenyl)urea CN(C=1C=CC(=C(C1)N1/C(/SCC1=O)=N/C(=O)NC1=CC=C(C=C1)C=1N=CN(C1)C1=CC=C(C=C1)OC(F)(F)F)C(C)C)C